BrC1=CC=C(C=C1)CC1CNC1 3-[(4-bromophenyl)methyl]azetidine